1-isopropyl-1H-indazol C(C)(C)N1N=CC2=CC=CC=C12